C(C)(C)(C)OC(=O)N1CCN(CC1)CC1=CC=C(C=C1)C1=CN(C=2N=C(N=CC21)NCC2CC2)[C@@H]2CC[C@H](CC2)O.C(CC)C2=C(O)C(=CC(=C2)O)CCC 2,6-dipropyl-hydroquinone tert-butyl-4-[(4-[2-[(cyclopropylmeth-yl)amino]-7-[trans-4-hydroxycyclohexyl]-7H-pyrrolo-[2,3-d]pyrimidin-5-yl]phenyl)meth-yl]piperazine-1-carboxylate